4-(4H-1,2,4-triazol-4-yl)-4H-1,2,4-triazole N=1N=CN(C1)N1C=NN=C1